5-fluoro-6-(1-methyl-1H-pyrrol-2-yl)pyridine FC=1C=CC=NC1C=1N(C=CC1)C